2-(3,6-diphenyl-9H-carbazol-9-yl)-4,6-diphenyl-isophthalonitrile C1(=CC=CC=C1)C=1C=CC=2N(C3=CC=C(C=C3C2C1)C1=CC=CC=C1)C1=C(C#N)C(=CC(=C1C#N)C1=CC=CC=C1)C1=CC=CC=C1